(4-(8-amino-3-(1-isobutyrylpiperidin-4-yl)imidazo[1,5-a]pyrazin-1-yl)phenyl)-1-isopropyl-2,4-dioxo-3-(pyridin-2-yl)-1,2,3,4-tetrahydropyrimidine-5-carboxamide NC=1C=2N(C=CN1)C(=NC2C2=CC=C(C=C2)C2=C(C(N(C(N2C(C)C)=O)C2=NC=CC=C2)=O)C(=O)N)C2CCN(CC2)C(C(C)C)=O